C(C)NC1=NC(=CC=C1[N+](=O)[O-])Cl N-Ethyl-6-chloro-3-nitropyridin-2-amine